2-((3'-bromo-2'-methyl-[1,1'-biphenyl]-4-yl)oxy)acetaldehyde BrC=1C(=C(C=CC1)C1=CC=C(C=C1)OCC=O)C